FC=1C(=C2C(=NC(=NN2C1)N[C@@H]1[C@H](CN(CC1)C1COC1)F)OC)C=1C=CC2=C(N(N=N2)CCCF)C1 6-fluoro-N-((3S,4S)-3-fluoro-1-(oxetan-3-yl)piperidin-4-yl)-5-(1-(3-fluoropropyl)-1H-benzo[d][1,2,3]triazol-6-yl)-4-methoxypyrrolo[2,1-f][1,2,4]triazin-2-amine